5-(2-fluorophenyl)-6,7-dihydro-5H-pyrrolo[1,2-b][1,2,4]triazole FC1=C(C=CC=C1)C1CCC=2N1N=CN2